C[SiH](O[Si](O[Si](O[Si](O[SiH](C)C)(C)C)(C)C)(C)C)C 1,1,3,3,5,5,7,7,9,9-decamethylpentasiloxane